6,6-Dimethyl-3-azabicyclo[3.1.0]hexane CC1(C2CNCC12)C